(R)-3-((tert-butyldiphenylsilyl)oxy)-2,2-difluoro-N-(1-(5-fluoro-1H-indol-3-yl)Propan-2-yl)propan-1-amine [Si](C1=CC=CC=C1)(C1=CC=CC=C1)(C(C)(C)C)OCC(CN[C@@H](CC1=CNC2=CC=C(C=C12)F)C)(F)F